C(#N)N1C[C@@H](CC1)N(S(=O)(=O)C1=CC=C(C=C1)C=1C=NC=CC1)C (R)-N-(1-cyanopyrrolidin-3-yl)-N-methyl-4-(pyridin-3-yl)-benzenesulfonamide